NCCOCCOCCOCCNC=1C=CC(=C(C(=O)NC=2SC(=C(N2)C)C)C1)C 5-((2-(2-(2-(2-aminoethoxy)ethoxy)ethoxy)ethyl)amino)-N-(4,5-dimethylthiazol-2-yl)-2-methylbenzamide